FC1=C(C(=O)NC=2C=NC=CC2)C=CC=C1 2-fluoro-N-(pyridin-3-yl)benzamide